6-(4-Chloro-3-fluoro-phenyl)-pyrimidine-4-carboxylic acid pyridin-3-yl-amide N1=CC(=CC=C1)NC(=O)C1=NC=NC(=C1)C1=CC(=C(C=C1)Cl)F